ClC1=CC2=C(C(N(C=C2C2=CC(N(C=C2OC2=C(C=CC=C2C)C)C2CC2)=O)C)=O)N1S(=O)(=O)C1=CC=C(C)C=C1 2-chloro-4-(1-cyclopropyl-5-(2,6-dimethylphenoxy)-2-oxo-1,2-dihydropyridin-4-yl)-6-methyl-1-tosyl-1,6-dihydro-7H-pyrrolo[2,3-c]pyridin-7-one